ClC=1C=C(C(=NC1)OC)S(=O)(=O)NC1=C(C(=C(C=C1)F)C=1C=CC=2N(C1)C=NC2C2=NN(C=C2)C)F 5-chloro-N-[2,4-difluoro-3-[1-(1-methylpyrazol-3-yl)imidazo[1,5-a]pyridin-6-yl]phenyl]-2-methoxypyridine-3-sulfonamide